(4-(3-chloropropyloxy)phenyl)-6-hydroxy-3a,7a-dihydrothieno[3,2-b]pyridin-7(4H)-one ClCCCOC1=CC=C(C=C1)C1=CC2NC=C(C(C2S1)=O)O